benzyl N-{1-tert-butyl-5-[(1R,3S)-3-hydroxycyclopentyl]-1H-pyrazol-3-yl}carbamate C(C)(C)(C)N1N=C(C=C1[C@H]1C[C@H](CC1)O)NC(OCC1=CC=CC=C1)=O